2-methoxy-6-(4-methylpiperazin-1-yl)-1H-benzo[d]imidazole COC1=NC2=C(N1)C=C(C=C2)N2CCN(CC2)C